(1-methyl-4H,6H-benzo[e][1,2,4]triazolo[3,4-c][1,4]oxazepin-7-yl)(phenyl)methanone CC1=NN=C2COCC3=C(N21)C=CC=C3C(=O)C3=CC=CC=C3